O1C(=CC2=C1C=CC=C2)C(=O)N2CC1N(C(C3=C(NC1=O)C=CC(=C3)Br)=O)CC2 2-(benzofuran-2-carbonyl)-8-bromo-1,3,4,12a-tetrahydrobenzo[e]pyrazino[1,2-a][1,4]diazepine-6,12(2H,11H)-dione